CN(CCCN1CCOCC1)CC1=CC=NC2=CC=C(N=C12)C=1C(=NNC1)C1=NC(=CC=C1)C N-methyl-N-[[6-[3-(6-methyl-2-pyridyl)-1H-pyrazol-4-yl]-1,5-naphthyridin-4-yl]methyl]-3-morpholino-propan-1-amine